ClC1=NC=CC(=N1)NCC(CC)C1=CC=CC=C1 2-chloro-N-(2-phenylbutyl)pyrimidin-4-amine